C(C)C1=CC=C(C=C1)S(=O)(=O)C=1C=NC2=CC=C(C=C2C1N1CCN(CCC1)C)[N+](=O)[O-] 3-((4-ethylphenyl)sulfonyl)-4-(4-methyl-1,4-diazepan-1-yl)-6-nitroquinoline